methyl-vinyl-pyrrolidine CC1N(CCC1)C=C